C(C)(C)(C)OC(N(CC(O)C1=CC(=CC=C1)C#N)C1(CC1)CC#N)=O.NC=1C(=NC=CC1)N1C(NCC1)=O 1-(3-aminopyridin-2-yl)imidazolidin-2-one tert-butyl-(1-(cyanomethyl)cyclopropyl)(2-(3-cyanophenyl)-2-hydroxyethyl)carbamate